[3-fluoro-5-(1,1,2,2,3,3,3-heptafluoropropyl)-2-pyridyl]-5-nitro-benzamide FC=1C(=NC=C(C1)C(C(C(F)(F)F)(F)F)(F)F)C1=C(C(=O)N)C=C(C=C1)[N+](=O)[O-]